FC(=C(C(=C(F)F)F)F)F Hexafluorobuta-1,3-diene